oxalic acid ammonium salt [NH4+].C(C(=O)[O-])(=O)[O-].[NH4+]